tert-butyl (S)-4-(2-((((9H-fluoren-9-yl)methoxy)carbonyl)amino)-3-methoxy-3-oxopropyl)-2-methoxybenzoate C1=CC=CC=2C3=CC=CC=C3C(C12)COC(=O)N[C@@H](CC1=CC(=C(C(=O)OC(C)(C)C)C=C1)OC)C(=O)OC